N-[(3S)-1-{6-[({Imidazo[1,2-a]pyridin-3-yl}methyl)amino]pyridine-3-carbonyl}pyrrolidin-3-yl]-N-methylcyclobutanecarboxamide N=1C=C(N2C1C=CC=C2)CNC2=CC=C(C=N2)C(=O)N2C[C@H](CC2)N(C(=O)C2CCC2)C